C(CCCCCCCCCCCCCCCCC)(=O)OCC(C(CO)O)O 2,3,4-trihydroxybutyl stearate